[C@H]1(C[C@H](CC1)N)N trans-1,3-cyclopentanediamine